1-((5-Cyano-1H-pyrazol-3-yl)methyl)-3-(4-cyano-3-(difluoromethyl)phenyl)-1-(2-methoxypyrimidin-5-yl)urea C(#N)C1=CC(=NN1)CN(C(=O)NC1=CC(=C(C=C1)C#N)C(F)F)C=1C=NC(=NC1)OC